1-(4-bromo-2-(6-azaspiro[2.5]oct-6-yl)phenyl)-3-(2-(4,4-difluoropiperidin-1-yl)-6-methylpyridin-4-yl)propane-1,3-dione BrC1=CC(=C(C=C1)C(CC(=O)C1=CC(=NC(=C1)C)N1CCC(CC1)(F)F)=O)N1CCC2(CC2)CC1